C(C)(C)N1CC(C1)CNC(=O)N1C=NC(=C1)C1=CC=C(C=C1)OCC1=CC=C(C=C1)S(=O)(=O)C N-((1-isopropylazetidin-3-yl)methyl)-4-(4-((4-(methylsulfonyl)benzyl)oxy)phenyl)-1H-imidazole-1-carboxamide